phenyl phenylphosphonate (1-butenyl)phosphonate C(=CCC)P(O)(O)=O.C1(=CC=CC=C1)P(OC1=CC=CC=C1)(O)=O